1-ISOPROPYL-3-METHYL-8-(PYRIDIN-3-YL)-1,3-DIHYDRO-2H-IMIDAZO[4,5-c]CINNOLIN-2-ONE C(C)(C)N1C(N(C=2N=NC=3C=CC(=CC3C21)C=2C=NC=CC2)C)=O